FC=1C=C(C=C(C1)F)C1CC=NN1C(=O)C1CCN(CC1)C1=NC=CC(=C1)C1=C(C=CC(=C1)OCCCCO)C (5-(3,5-difluorophenyl)-4,5-dihydro-1H-pyrazol-1-yl)(1-(4-(5-(4-hydroxybutoxy)-2-methylphenyl)pyridin-2-yl)piperidin-4-yl)methanone